C(C)(C)(C)OC(CN(C(=O)OCCl)C[C@@H]1[C@@H](CC1)C(=O)OCC1=CC=CC=C1)=O benzyl (1R,2S)-2-[[(2-tert-butoxy-2-oxo-ethyl)-(chloromethoxycarbonyl)amino]methyl]cyclobutanecarboxylate